N-((3S,4S)-3-((6-(2,6-difluoro-3,5-di-methoxyphenyl)-8-(((1-methylpyrrolidin-2-yl)methyl)amino)pyrido[3,4-d]pyrimidin-2-yl)amino)tetrahydro-2H-pyran-4-yl)acrylamide FC1=C(C(=C(C=C1OC)OC)F)C1=CC2=C(N=C(N=C2)N[C@@H]2COCC[C@@H]2NC(C=C)=O)C(=N1)NCC1N(CCC1)C